N-(1-Cyclohexyl-1H-pyrazol-5-yl)-3-(4-fluoro-3-methoxyphenyl)-N-methylisoxazole-5-carboxamide C1(CCCCC1)N1N=CC=C1N(C(=O)C1=CC(=NO1)C1=CC(=C(C=C1)F)OC)C